4-butoxy-6-(morpholine-4-carbonyl)quinolin C(CCC)OC1=CC=NC2=CC=C(C=C12)C(=O)N1CCOCC1